FC=1C=CC(=C(C(=O)N(C)C(C)C)C1)N1C=C(C=2C1=CN=CC2)C2CCN(CC2)CC2=CC=C(C=C2)NS(=O)(=O)C 5-fluoro-N-isopropyl-N-methyl-2-(3-(1-(4-(methylsulfonylamino)benzyl)piperidin-4-yl)-1H-pyrrolo[2,3-c]pyridin-1-yl)benzamide